[I-].CN1N=CN(C1)C 1,4-dimethyl-1,2,4-triazole Iodide